C(C)(C)(C)OC(=O)N1CCC(CC1)NC=1C=C2C(=NC=NC2=CC1OCC)Cl.FCC(=O)NC1CC(C2=CC=CC=C12)=O fluoro-N-(3-oxo-2,3-dihydro-1H-inden-1-yl)acetamide tert-butyl-4-[(4-chloro-7-ethoxyquinazolin-6-yl)amino]piperidine-1-carboxylate